4-(4-cyano-7-(5-((2,4-Difluorophenyl)sulfonamido)-6-methoxypyridin-3-yl)isoquinolin-1-yl)piperazine-1-carboxylic acid tert-butyl ester C(C)(C)(C)OC(=O)N1CCN(CC1)C1=NC=C(C2=CC=C(C=C12)C=1C=NC(=C(C1)NS(=O)(=O)C1=C(C=C(C=C1)F)F)OC)C#N